2-((4-fluoro-2-methylphenyl)-amino)-4-methoxy-N-(6-methoxy-2-methylpyridin-3-yl)benzamide FC1=CC(=C(C=C1)NC1=C(C(=O)NC=2C(=NC(=CC2)OC)C)C=CC(=C1)OC)C